BrC1=CC=C(C=C1)C1=C(C(C2=NN(C=C2O1)CC1=CC=C(C=C1)OC)=O)O 5-(4-bromophenyl)-6-hydroxy-2-(4-methoxybenzyl)pyrano[3,2-c]pyrazol-7(2H)-one